methyl 2,4-dichloropyrimidine-5-carboxylate ClC1=NC=C(C(=N1)Cl)C(=O)OC